FC(C1=CC2=C(SC(=C2)C(N[C@H]2CCC[C@@H]3N(C2=O)[C@@H](CC3)C(=O)N3CC(C3)C(=O)N3CCOCC3)=O)C=C1)(F)P(O)(O)=O (difluoro(2-(((3S,6S,9aS)-3-(3-(morpholine-4-carbonyl)azetidine-1-carbonyl)-5-oxooctahydro-1H-pyrrolo[1,2-a]azepin-6-yl)carbamoyl)benzo[b]thiophen-5-yl)methyl)phosphonic acid